N[C@H](C)C1=C2N=C(C(=NC2=CC(=C1)C)C#N)OCC1=CC=C(C=C1)OC (R)-5-(1-aminoethyl)-3-((4-methoxybenzyl)oxy)-7-methylquinoxaline-2-carbonitrile